tert-butyl (R)-3-(3-chloro-5-(4-((3-(dimethylamino)propyl)amino)-1,3,5-triazin-2-yl)phenyl)morpholine-4-carboxylate ClC=1C=C(C=C(C1)C1=NC=NC(=N1)NCCCN(C)C)[C@H]1N(CCOC1)C(=O)OC(C)(C)C